C[C@H](C1=CC=C(C=C1)OC)N[C@@H]2CCCC23CCNCC3 (R)-N-((R)-1-(4-methoxyphenyl)ethyl)-8-azaspiro[4.5]decan-1-amine